2-((2-cyclopropyl-4-fluorophenyl)amino)-N-(6-methoxy-2-methylpyridin-3-yl)-4-(trifluoromethyl)benzamide C1(CC1)C1=C(C=CC(=C1)F)NC1=C(C(=O)NC=2C(=NC(=CC2)OC)C)C=CC(=C1)C(F)(F)F